CN1CCN(CC1)C=1C=NN(C1)C=1C=C(N)C=CC1 3-[4-(4-methylpiperazin-1-yl)pyrazol-1-yl]aniline